ClC=1C=C(C=CC1F)C(COC=1C=NC(=CC1)C(F)(F)F)NC(=O)[C@H]1NC(NC1)=O (4S)-N-(1-(3-chloro-4-fluorophenyl)-2-((6-(trifluoromethyl)pyridin-3-yl)oxy)ethyl)-2-oxoimidazolidine-4-carboxamide